N-Methyl-7-(2-methylthiazol-5-yl)-N-(2,2,6,6-tetramethylpiperidin-4-yl)-4H-chromeno[3,4-d]thiazol-2-amine CN(C=1SC2=C(N1)COC=1C=C(C=CC12)C1=CN=C(S1)C)C1CC(NC(C1)(C)C)(C)C